BrC=1N=C(SC1)C[C@@H](C(=O)OC)NC(=O)OC(C)(C)C methyl (S)-3-(4-bromothiazol-2-yl)-2-((tert-butoxycarbonyl)amino)propanoate